benzyloxymethyl-acrylate C(C1=CC=CC=C1)OCOC(C=C)=O